NC1CCC(CC1)CC(=O)N1CCN(CC1)C1=C(C(=CC=C1)Cl)Cl 2-(4-amino-cyclohexyl)-1-[4-(2,3-dichloro-phenyl)-piperazin-1-yl]-ethanone